(2S,4R)-N-((R)-1-(4-carbamimidoylthiophen-2-yl)ethyl)-4-(difluoromethoxy)-1-((4-phenoxybutanoyl)glycyl)pyrrolidine-2-carboxamide C(N)(=N)C=1C=C(SC1)[C@@H](C)NC(=O)[C@H]1N(C[C@@H](C1)OC(F)F)C(CNC(CCCOC1=CC=CC=C1)=O)=O